4-((5-((4-(3-((2-((1S)-1-((tetrahydro-2H-pyran-2-yl)oxy)ethyl)-1H-imidazole-1-yl)methyl)isoxazol-5-yl)phenyl)ethynyl)pyridin-2-yl)methyl)piperazin-2-one O1C(CCCC1)O[C@@H](C)C=1N(C=CN1)CC1=NOC(=C1)C1=CC=C(C=C1)C#CC=1C=CC(=NC1)CN1CC(NCC1)=O